(S)-N-(5-(2-(1-cyclopropylethyl)-4-(methoxy-d3)-3-oxo-2,3-dihydro-1H-pyrrolo[3,4-c]pyridin-6-yl)-4-methylthiazol-2-yl)acetamide C1(CC1)[C@H](C)N1C(C=2C(=NC(=CC2C1)C1=C(N=C(S1)NC(C)=O)C)OC([2H])([2H])[2H])=O